BrC1=CC=C(C=C1)N1N=C(C=2CN(CCC21)C(=O)OC(C)(C)C)C(=O)OCC 5-(tert-butyl) 3-ethyl 1-(4-bromophenyl)-1,4,6,7-tetrahydro-5H-pyrazolo[4,3-c]pyridine-3,5-dicarboxylate